NC1=C(C(=O)O)C=C(C(=C1I)Cl)C(F)(F)F 2-amino-4-chloro-3-iodo-5-(trifluoromethyl)benzoic acid